FC1=CC=C(C=C1)C1=C(C(=NC=N1)C(=O)O)O 6-(4-fluorophenyl)-5-hydroxypyrimidine-4-carboxylic acid